C(C1=CC=CC=C1)(C1=CC=CC=C1)(C1=CC=CC=C1)OCC(CO)O 3-trityloxypropane-1,2-diol